N,N-dimethyl-2-{4-[(7-{8-methyl-1H,2H,3H-pyrido[2,3-b][1,4]oxazin-7-yl}-5H,6H,7H,8H-pyrido[3,4-d]pyrimidin-2-yl)amino]phenyl}acetamide CN(C(CC1=CC=C(C=C1)NC=1N=CC2=C(N1)CN(CC2)C2=C(C1=C(OCCN1)N=C2)C)=O)C